N-(2-oxo-2-(7-(4-(trifluoromethyl)phenoxy)-3,4-dihydroisoquinolin-2(1H)-yl)ethyl)-methanesulfonamide O=C(CNS(=O)(=O)C)N1CC2=CC(=CC=C2CC1)OC1=CC=C(C=C1)C(F)(F)F